Nonane hydroxide [OH-].CCCCCCCCC